C1(CC1)C1=C(C=CC(=C1)S(=O)(=O)C)C=1N(C(C2=C(N1)SC1=C2C=CC(=C1O)F)=O)CC=1C=NC(=NC1)C(F)(F)F 2-(2-cyclopropyl-4-(methylsulfonyl)phenyl)-7-fluoro-8-hydroxy-3-((2-(trifluoromethyl)pyrimidin-5-yl)methyl)benzo[4,5]thieno[2,3-d]pyrimidin-4(3H)-one